succinimidyl-3-(2-pyridylthio)propionate C1(CCC(N1C(C(=O)[O-])CSC1=NC=CC=C1)=O)=O